(5-Chloro-1-ethyl-3-(5-methylisoxazol-3-yl)-1H-pyrazol-4-yl)(7-(3,3-dimethylbutyl)-2,7-diazaspiro[3.5]nonan-2-yl)methanone ClC1=C(C(=NN1CC)C1=NOC(=C1)C)C(=O)N1CC2(C1)CCN(CC2)CCC(C)(C)C